NC1(CC(C1)(CC)CC)C(=O)NC1=CC=C(C=C1)F 1-amino-3,3-diethyl-N-(4-fluorophenyl)cyclobutane-1-carboxamide